methyl 2,2'-diacetoxybiphenyl-4,4'-dicarboxylate C(C)(=O)OC1=C(C=CC(=C1)C(=O)OC)C1=C(C=C(C=C1)C(=O)[O-])OC(C)=O